C(C)(C)(C)OC(=O)N1CCCC=C1 tert-butyl-3,4-dihydropyridine-1(2H)-carboxylate